FC1=CC=C(C=C1)C1=C(NC2=C(C=CC=C12)OC)C(=O)O 3-(4-fluorophenyl)-7-methoxy-1H-indole-2-carboxylic acid